O=C1NC(CCC1N1C(N(C2=C1C=CC(=C2)C2CCN(CC2)C(=O)OC(C)(C)C)C(C)C)=O)=O tert-butyl 4-[1-(2,6-dioxo-3-piperidyl)-3-isopropyl-2-oxo-benzimidazol-5-yl]piperidine-1-carboxylate